8-((4-(trifluoromethyl)benzyl)amino)imidazo[1,2-a]pyrazine-6-carbonitrile FC(C1=CC=C(CNC=2C=3N(C=C(N2)C#N)C=CN3)C=C1)(F)F